Cl.FC=1C=C(CCN2N=CC(=C2)CN)C=C(C1F)F (1-(3,4,5-trifluorophenethyl)-1H-pyrazol-4-yl)methylamine hydrochloride